1,4-dioxaspiro[4.5]dec-8-ylcarboxylate O1CCOC12CCC(CC2)C(=O)[O-]